6-bromo-3-ethylsulfonyl-5-(methylamino)pyridine-2-carboxylic acid tert-butyl ester C(C)(C)(C)OC(=O)C1=NC(=C(C=C1S(=O)(=O)CC)NC)Br